C(C)(C)(C)C1=CC2=CC3=CC=CC=C3C=C2C=C1 2-tertiary-butyl-anthracene